4-phenylbutane-2-amine C1(=CC=CC=C1)CCC(C)N